C(CCCCCCCCCCCCCCCCCCC)C(O)(C[N+](C)(C)C)CC([O-])=O arachidylcarnitine